C(C)(C)(C)C1=C(C(=CC(=C1)CCCC)C(C)(C)C)O 2,6-Di-tert-butyl-4-n-butyl-phenol